CC1CCC2C3CCC4(CCCC4C3CCC2C1)C 3,13-dimethylhexadecahydro-1H-cyclopenta[a]phenanthren